NC=1C(=NC=NC1NCC1=C(C=C(C=C1)OC)OC)C(=O)O 5-amino-6-((2,4-dimethoxybenzyl)amino)pyrimidine-4-carboxylic acid